iodotrimethylbenzene bis(spiro[3.3]heptane-2-carboxylate) C1C(CC12CCC2)C(=O)O.C2C(CC21CCC1)C(=O)O.IC1=C(C(=C(C=C1)C)C)C